CN1C(=NN=C1)SC(C)C=1C=C(C=CC1)C1=CC(=NO1)C1=CC=C(C=C1)CO (4-(5-(3-(1-(4-methyl-4H-1,2,4-triazol-3-ylthio)ethyl)phenyl)isoxazol-3-yl)phenyl)methanol